COCOC1=C(C=CC=C1)[C@@H]1[C@@H](C[C@@]2(CCCN12)C(=O)OC(C)(C)C)C(=O)OC 7a-(tert-butyl) 2-methyl (2R,3S,7aS)-3-(2-(methoxymethoxy) phenyl)tetrahydro-1H-pyrrolizine-2,7a(5H)-dicarboxylate